C(C)(C)C1=C(C=CC=C1)C1=NC=C(C(=N1)NCC1=CC=C(C=C1)C1=NC=C(C=C1)C)OC 2-(2-Isopropylphenyl)-5-methoxy-N-(4-(5-methylpyridin-2-yl)benzyl)pyrimidin-4-amine